4-(4-(3-bromo-2-methoxy-5-(methoxycarbonyl)phenyl)pyridin-2-yl)piperazine-1-carboxylic acid tert-butyl ester C(C)(C)(C)OC(=O)N1CCN(CC1)C1=NC=CC(=C1)C1=C(C(=CC(=C1)C(=O)OC)Br)OC